2-cyano-2-(2-((methylthio)methyl)-4-nitrophenyl)acetic acid ethyl ester C(C)OC(C(C1=C(C=C(C=C1)[N+](=O)[O-])CSC)C#N)=O